2-thiazolamine S1C(=NC=C1)N